FC(C(=O)NCC=1N=CC(=NC1)C(=O)NC1=C(C=CC=C1)NC(OC(C)(C)C)=O)(F)F tert-butyl (2-(5-((2,2,2-trifluoroacetamido)methyl)pyrazine-2-carboxamido)phenyl)carbamate